C(C)N(CCC1=CNC2=CC=CC=C12)C(C)C N-Ethyl-N-isopropyl-tryptamine